1-(4-(7-chloro-6-(3-hydroxyphenyl)quinazolin-4-yl)piperazin-1-yl)prop-2-en-1-one ClC1=C(C=C2C(=NC=NC2=C1)N1CCN(CC1)C(C=C)=O)C1=CC(=CC=C1)O